4'-(benzyloxy)-8'-(6-chloro-5-cyclopropyl-1-(tetrahydro-2H-pyran-2-yl)-1H-indazol-4-yl)-2'-(methylthio)spiro[cyclopropane-1,9'-pyrido[4',3':3,4]cyclopenta[1,2-d]pyrimidine] C(C1=CC=CC=C1)OC=1C2=C(N=C(N1)SC)C1(C3=C2C=CN=C3C3=C2C=NN(C2=CC(=C3C3CC3)Cl)C3OCCCC3)CC1